5-chloropyrazino[1',2':1,5]pyrazolo[4,3-c][2,6]naphthyridine ClC1=NC=2C(C3=CN=CC=C13)=NN1C2C=NC=C1